NC1=C(C=C(C=C1)N(C(OC(C)(C)C)=O)C(=O)OC(C)(C)C)CCN(C)C tert-butyl N-[4-amino-3-[2-(dimethylamino)ethyl]phenyl]-N-tert-butoxycarbonyl-carbamate